4-(5-amino-6-methoxypyrazolo[1,5-a]pyridin-2-yl)-2-methyl-butan-2-ol NC1=CC=2N(C=C1OC)N=C(C2)CCC(C)(O)C